OCC1=CC=2N(C(=C(C2S1)C(C)C)C=1C=C(C=2N(C1)N=CN2)C)C(=O)OC(C)(C)C tert-butyl 2-(hydroxymethyl)-6-isopropyl-5-(8-methyl-[1,2,4]triazolo[1,5-a]pyridin-6-yl)thieno[3,2-b]pyrrole-4-carboxylate